C1(=CC=CC=C1)C(=CS(F)(F)(F)(F)F)C1=CC=CC=C1 (2,2-Diphenylvinyl)-pentafluoro-λ6-sulfan